3-[(2R)-4-[2-(difluoromethyl)-4-fluorobenzoyl]-2-ethylpiperazin-1-yl]-6-(2-ethoxyphenyl)-N-[(3R)-pyrrolidin-3-yl]pyridine-2-carboxamide FC(C1=C(C(=O)N2C[C@H](N(CC2)C=2C(=NC(=CC2)C2=C(C=CC=C2)OCC)C(=O)N[C@H]2CNCC2)CC)C=CC(=C1)F)F